1,5-dimethylpyridin-1-ium iodide [I-].C[N+]1=CC=CC(=C1)C